tetrahydrothiophen-3-yl-prop-2-enamide S1CC(CC1)C(C(=O)N)=C